N-benzyl-2-(5-methoxy-1H-indazol-3-yl)ethan-1-amine fumarate C(\C=C\C(=O)O)(=O)O.C(C1=CC=CC=C1)NCCC1=NNC2=CC=C(C=C12)OC